N1CC(CCC1)NC1=CC=C2C(NC(=NC2=C1)CSC1CCOCC1)=O 7-(3-piperidylamino)-2-(tetrahydropyran-4-ylsulfanylmethyl)-3H-quinazolin-4-one